2-((3,5-dicyano-4-cyclopropyl-6-(3-(dimethylamino)piperidin-1-yl)pyridin-2-yl)sulfanyl)-2-phenylacetamide C(#N)C=1C(=NC(=C(C1C1CC1)C#N)N1CC(CCC1)N(C)C)SC(C(=O)N)C1=CC=CC=C1